5-((6-amino-8-bromo-2-fluoro-9H-purin-9-yl) methyl)-2-bromobenzoate NC1=C2N=C(N(C2=NC(=N1)F)CC=1C=CC(=C(C(=O)[O-])C1)Br)Br